N=1NN=C(C1)C1=CC=C(C(=O)OC)C=C1 methyl 4-(2H-1,2,3-triazol-4-yl)benzoate